C1(CCCCC1)N1N=CC=2C1=NC(=NC2NC(=O)C=2SC(=CC2)[N+](=O)[O-])C2=CC=C(C=C2)F N-(1-cyclohexyl-6-(4-fluorophenyl)-1H-pyrazolo[3,4-d]pyrimidin-4-yl)-5-nitrothiophene-2-carboxamide